6-(2-hydroxyethyl-amino)hexyl 3-hexylnonanoate C(CCCCC)C(CC(=O)OCCCCCCNCCO)CCCCCC